5-amino-8-(4-(3,4-dichlorobenzyl)piperazin-1-yl)-5-(isopentyloxycarbonyl)-octylboronic acid NC(CCCCB(O)O)(CCCN1CCN(CC1)CC1=CC(=C(C=C1)Cl)Cl)C(=O)OCCC(C)C